2-(4-methylpiperazin-1-yl)ethan-1-one CN1CCN(CC1)CC=O